lauryl 5-bromopentanoate BrCCCCC(=O)OCCCCCCCCCCCC